F[C@@H]1C[C@@]2(CCCN2C1)COC1=NC2=C(C(=CC=C2C(=N1)N1CC2CCC(C1)N2)C2=CC(=CC1=CC=CC(=C21)CC)O)F 4-(2-{[(2R,7aS)-2-fluoro-hexahydro-1H-pyrrolizin-7a-yl]methoxy}-4-{3,8-diazabicyclo[3.2.1]octan-3-yl}-8-fluoroquinazolin-7-yl)-5-ethylnaphthalen-2-ol